4-(spiro[4.5]decan-8-ylthio)-1H-1,2,3-triazole C1CCCC12CCC(CC2)SC=2N=NNC2